O=C1NC(CC[C@H]1N1C(C2=CC=CC(=C2C1)OCC=1C=CC(=NC1F)SC1CCN(CC1)C1=C(C=C(C#N)C=C1)F)=O)=O (R)-4-(4-((5-(((2-(2,6-dioxopiperidin-3-yl)-1-oxoisoindolin-4-yl)oxy)methyl)-6-fluoropyridin-2-yl)thio)piperidin-1-yl)-3-fluorobenzonitrile